1-[[(4,5,6,7,8,9-hexahydrocycloocta[b]thiophen-2-ylcarbonyl)amino]methyl]-2-methylcyclopentanecarboxylic acid S1C2=C(C=C1C(=O)NCC1(C(CCC1)C)C(=O)O)CCCCCC2